ClCC(C(=O)O)(CC=C)C(F)F 2-(chloromethyl)-2-(difluoromethyl)pent-4-enoic acid